C(C1=CN=CC=C1)(=O)N[C@@H]([C@@H](C)CC)C(=O)O nicotinoyl-isoleucine